1,5-dimethyl-1,4:5,8-dimethano-1,2,3,4,4a,5,8,8a-octahydronaphthalene CC12CCC(C3C4(C=CC(C13)C4)C)C2